N-(5-hydroxy-3,4,6-trimethylpyridin-2-yl)benzo[b]thiophene-2-carboxamide OC=1C(=C(C(=NC1C)NC(=O)C1=CC2=C(S1)C=CC=C2)C)C